COC1=C(N)C=C(C(=C1)OC)[N+](=O)[O-] 2,4-dimethoxy-5-nitroaniline